C1(CC1)CN1N=CC=C1B1OC(C(O1)(C)C)(C)C 1-(cyclopropylmethyl)-5-(tetramethyl-1,3,2-dioxaborolan-2-yl)-1h-pyrazole